N-[3-(hydroxymethyl)tetrahydrofuran-3-yl]pyridine-2-carboxamide OCC1(COCC1)NC(=O)C1=NC=CC=C1